3-amino-4H-1,2,4-triazole NC1=NN=CN1